C(C)(C)(C)OC(=O)N1CC2=CC(=C(C=C2CC1)[N+](=O)[O-])Cl 7-chloro-6-nitro-3,4-dihydroisoquinoline-2(1H)-carboxylic acid tert-butyl ester